C(C)C=1C=C2C(=C(C(=NC2=C(C1)F)N1[C@@H](CN(CC1)C(CN1CCCC1)=O)C)C1=NC(=NO1)C)C (R)-1-(4-(6-ethyl-8-fluoro-4-methyl-3-(3-methyl-1,2,4-oxadiazol-5-yl)quinolin-2-yl)-3-methylpiperazin-1-yl)-2-(pyrrolidin-1-yl)ethan-1-one